CC1=C(C(=C(C1([Hf](C1(C=CC2=CC=3CCCC3C=C12)CCC1=CC=CC=C1)(C)C)C)C)C)C Pentamethylcyclopentadienyl-dimethyl-(1-phenethyl-1,5,6,7-tetrahydro-s-indacenyl)hafnium